C(C)N(CC)CCOC([C@@H](NC(=O)OC(C)(C)C)CCSC)=O tert-Butoxycarbonyl-methionine diethylaminoethyl ester